C1(CC1)C1=C(C(=NO1)C1=C(C=CC=C1Cl)Cl)CO[C@H]1[C@@H]2CN([C@H](C1)C2)C2=CC=C(C=C2)C(=O)NCC(=O)O 2-([4-[(1S,4S,5R)-5-[[5-cyclopropyl-3-(2,6-dichlorophenyl)-1,2-oxazol-4-yl]methoxy]-2-azabicyclo[2.2.1]heptan-2-yl]phenyl]formamido)acetic acid